6-[[5-(difluoromethyl)-2-(2-trimethylsilylethoxymethyl)pyrazol-3-yl]methylene]-2-azaspiro[3.3]heptane-2-carboxylic acid tert-butyl ester C(C)(C)(C)OC(=O)N1CC2(C1)CC(C2)=CC=2N(N=C(C2)C(F)F)COCC[Si](C)(C)C